6,6'-(Ethane-1,2-diylbis(5-carbamoyl-4-methoxy-1H-benzo[d]imidazole-1,2-diyl))bis(2-bromobenzoic acid) C(CN1C(=NC2=C1C=CC(=C2OC)C(N)=O)C2=CC=CC(=C2C(=O)O)Br)N2C(=NC1=C2C=CC(=C1OC)C(N)=O)C1=CC=CC(=C1C(=O)O)Br